(R)-(-)-1-(3-chlorophenyl)ethylamine ClC=1C=C(C=CC1)[C@@H](C)N